C(C1=CC=CC=C1)OC(=O)NCN1C(CCC1)C(=O)O 1-((((benzyloxy)carbonyl)amino)methyl)pyrrolidine-2-carboxylic acid